3-(2-{[3,5-bis(trifluoromethyl)phenyl]amino}pyrimidin-4-yl)-N-[(2S)-1-hydroxypropan-2-yl]-1-methyl-1H-pyrazole-5-carboxamide FC(C=1C=C(C=C(C1)C(F)(F)F)NC1=NC=CC(=N1)C1=NN(C(=C1)C(=O)N[C@H](CO)C)C)(F)F